methyl 3-(9-((4-(((tert-butoxycarbonyl)amino)methyl)-2-methyl-6-(morpholine-4-carbonyl)phenyl)carbamoyl)-4,5-dihydrobenzo[b]thieno[2,3-d]oxepin-8-yl)-6-(propylcarbamoyl)picolinate C(C)(C)(C)OC(=O)NCC1=CC(=C(C(=C1)C(=O)N1CCOCC1)NC(=O)C1=CC2=C(OCCC3=C2SC=C3)C=C1C=1C(=NC(=CC1)C(NCCC)=O)C(=O)OC)C